methyl-2-(6-methoxy-2,4-dimethyl-1,3-dioxo-1,2,3,4-tetrahydroisoquinolin-4-yl)acetate COC(CC1(C(N(C(C2=CC=C(C=C12)OC)=O)C)=O)C)=O